IC1=NN(C=C1\C=N\NC(=O)OC(C)(C)C)C tert-butyl (E)-2-((3-iodo-1-methyl-1H-pyrazol-4-yl)methylene)hydrazine-1-carboxylate